5-ethyl-6-fluoronaphthalen-2-ol formate salt C(=O)O.C(C)C1=C2C=CC(=CC2=CC=C1F)O